COC=1C=C2C(=CC=NC2=CC1OC)OC1=CC(=C(C=C1C)NC(=O)C1(CC1)C(=O)NC1=CC=C(C=C1)F)Cl N-(4-{[6,7-Bis(methyloxy)chinolin-4-yl]oxy}-2-chloro-5-methylphenyl)-N'-(4-fluorophenyl)cyclopropan-1,1-dicarboxamid